C(C)C1([CH-]C=CC1)CC.[CH-]1C=CC=C1.[Fe+2] 2,2-diethyl-ferrocene